behenyl-trimethylammonium phosphate P(=O)([O-])([O-])[O-].C(CCCCCCCCCCCCCCCCCCCCC)[N+](C)(C)C.C(CCCCCCCCCCCCCCCCCCCCC)[N+](C)(C)C.C(CCCCCCCCCCCCCCCCCCCCC)[N+](C)(C)C